methyl 5-benzyl-3-phenyl-4,5-dihydro-1,2-oxazole-5-carboxylate C(C1=CC=CC=C1)C1(CC(=NO1)C1=CC=CC=C1)C(=O)OC